C(C)OC1=NC2=C(N1CC1=CC=C(C=C1)C1=C(C=CC(=C1)N1N=NC(=C1)C(C)C)C=1N=NNN1)C(=CC=C2)C(=O)O 2-Ethoxy-1-((5'-(4-isopropyl-1H-1,2,3-triazol-1-yl)-2'-(2H-tetrazol-5-yl)-[1,1'-biphenyl]-4-yl)methyl)-1H-benzo[d]imidazole-7-carboxylic Acid